C(C)OC([C@H](C(C)C)NC(=O)C1=CC(=NN1CCO)C1=CC(=CC=C1)C=1OC(=CN1)C(NC(CC)CC)=O)=O.C(C)[Si](CCC(C)C)(CC)CC Triethyl-(3-methyl-1-butyl)silane (S)-ethyl-2-(1-(2-hydroxyethyl)-3-(3-(5-(pentan-3-ylcarbamoyl)oxazol-2-yl)phenyl)-1H-pyrazole-5-carboxamido)-3-methylbutanoate